6-chloro-3-[[(1R)-1-[(7S)-14-fluoro-5,9-dioxa-2,11,18-triazatetracyclo[8.8.0.02,7.012,17]octadeca-1(18),10,12,14,16-pentaen-16-yl]ethyl]amino]pyridine-2-carboxylic acid ClC1=CC=C(C(=N1)C(=O)O)N[C@H](C)C=1C=C(C=C2N=C3OC[C@@H]4COCCN4C3=NC12)F